C(C)C1CC(OC1=O)CC(=O)O 2-(4-Ethyl-5-oxotetrahydrofuran-2-yl)acetic acid